COCCN1C[C@@H](CC1)N(C(=O)C=1NC(=CC1)C=1C=NN(C1)C1=CC=CC=C1)CCC N-[(3R)-1-(2-methoxyethyl)pyrrolidin-3-yl]-5-(1-phenyl-1H-pyrazol-4-yl)-N-propyl-1H-pyrrole-2-carboxamide